tetracarboxyphenyl-cobalt C(=O)(O)C=1C(=C(C(=C(C1)[Co])C(=O)O)C(=O)O)C(=O)O